β-glucose monophosphate P(=O)(O)(O)O.O[C@H]1[C@H](O)[C@@H](O)[C@H](O)[C@H](O1)CO